COC([C@H](N)CC1=CC=CC=C1)=O D-Phenylalanine methyl ester